C(C)(=O)OCC([C@H](C(=O)NCCC(=O)NCCSC(/C=C/C(=O)OC(C)(C)C)=O)O)(C)C tert-butyl (2E)-4-[(2-[3-[(2R)-4-(acetyloxy)-2-hydroxy-3,3-dimethylbutanamido] propanamido]ethyl)sulfanyl]-4-oxobut-2-enoate